FC1=NC=CC=C1C1=NC(=NC=C1SC)NC1=CC=C(C(=O)NC2=C(C=CC=C2)C)C=C1 4-[4-(2-fluoro-pyridin-3-yl)-5-methylsulfanyl-pyrimidin-2-ylamino]-N-o-tolyl-benzamide